2-(5-(3-trifluoromethylphenyl)-3-ethylsulfonylpyridin-2-yl)-3-chloro-4-methyl-6-trifluoromethyl-4H-pyrrolo[3,2-b]pyridine FC(C=1C=C(C=CC1)C=1C=C(C(=NC1)C=1C(=C2N(C=C(C=C2N1)C(F)(F)F)C)Cl)S(=O)(=O)CC)(F)F